(6,6-dimethyl-1,4-dioxan-2-yl)methanol Methyl-2-[acetyl(cyclopropylmethyl)amino]-5-[5-(imidazo[1,2-a]pyrimidin-6-ylcarbamoyl)-2-pyridyl]benzoate CC=1C(=C(C(=O)OCC2OC(COC2)(C)C)C=C(C1)C1=NC=C(C=C1)C(NC=1C=NC=2N(C1)C=CN2)=O)N(CC2CC2)C(C)=O